N-beta-aminoethyl-gamma-aminopropyl-methoxysilane NCCNCCC[SiH2]OC